2,5-dimethyl-1,4-benzenediamine CC1=C(C=C(C(=C1)N)C)N